BrC1=C(C=CC(=C1)F)C1=C(N(N=C1C)C)NC1=C(C=CC=C1F)Cl 4-(2-bromo-4-fluoro-Phenyl)-N-(2-chloro-6-fluoro-phenyl)-2,5-dimethyl-pyrazol-3-amine